C(C)(C)[C@@H]1C(C[C@@H](CC1)C)(COC(CCC(=O)O)=O)COC(CCC(=O)O)=O 4,4'-((((2R,5R)-2-isopropyl-5-methylcyclohexane-1,1-diyl)bis(methylene))bis(oxy))bis(4-oxobutanoic acid)